(S,E)-6-(4-(dimethylamino)but-2-enoyl)-4-(2-(1-(2,2,2-trifluoroethyl)-3-(trifluoromethyl)-1H-pyrazol-4-yl)phenyl)-4,5,6,7-tetrahydrothieno[2,3-c]pyridine-2-carbonitrile CN(C/C=C/C(=O)N1CC2=C([C@@H](C1)C1=C(C=CC=C1)C=1C(=NN(C1)CC(F)(F)F)C(F)(F)F)C=C(S2)C#N)C